methane-1-thiol CS